2-Chloro-5-pyridinealdehyde ClC1=NC=C(C=C1)C=O